CC(C(=O)[O-])CC=1SC=C(C1)C1(OCCO1)C 2-methyl-3-[4-(2-methyl-1,3-dioxolan-2-yl)thiophen-2-yl]propanoate